2-([1-[(2-Chlorophenyl)methyl]-5-(1,3-thiazol-4-yl)-1H-pyrazol-3-yl]methoxy)-2-methylpropionic acid ClC1=C(C=CC=C1)CN1N=C(C=C1C=1N=CSC1)COC(C(=O)O)(C)C